8-Oxa-2-aza-spiro[4.5]decane-2-carboxylic acid [7-(6-aminomethyl-2-methyl-pyrimidin-4-yl)-4-methoxy-thiazolo[4,5-c]pyridin-2-yl]-amide NCC1=CC(=NC(=N1)C)C=1C2=C(C(=NC1)OC)N=C(S2)NC(=O)N2CC1(CC2)CCOCC1